[Ag+].[O-2].[O-2].[Zr+4] zirconium dioxide silver